N-ethyl-N-methyl-1,3-thiazole-5-carboxamide hydrochloride Cl.C(C)N(C(=O)C1=CN=CS1)C